tert-butyl (R)-3-(4-(3H-[1,2,3]triazolo[4,5-b]pyridin-3-yl)-2-fluoro-N-(3-(1-methyl-1H-imidazol-4-yl)pyridin-2-yl)benzamido)piperidine-1-carboxylate N1=NN(C2=NC=CC=C21)C2=CC(=C(C(=O)N(C1=NC=CC=C1C=1N=CN(C1)C)[C@H]1CN(CCC1)C(=O)OC(C)(C)C)C=C2)F